ClC1=C(C=CC(=C1)C(F)(F)F)NC(CN1C=2N(C(C3=C1CCC31CCNCC1)=O)N=C(N2)N2CCOCC2)=O N-(2-chloro-4-(trifluoromethyl)phenyl)-2-(2-morpholino-8-oxo-5,8-dihydrospiro[cyclopenta[d][1,2,4]triazolo[1,5-a]pyrimidine-7,4'-piperidin]-4(6H)-yl)acetamide